C(C)N(C(C1=C(C(=C(C(=C1F)F)SC1=CC=CC=C1)F)F)=O)CC N,N-diethyl-2,3,5,6-tetrafluoro-4-(phenylthio)benzamide